4-[2-cyclopropyl-6-[6-fluoro-4-[1-[(2R)-2-methylmorpholin-4-yl]ethyl]-2-oxo-benzo[cd]indol-1(2H)-yl]pyridin-4-yl]-3-(4-methyl-4H-1,2,4-triazol-3-yl)benzonitrile C1(CC1)C1=NC(=CC(=C1)C1=C(C=C(C#N)C=C1)C1=NN=CN1C)N1C(C2=C3C(C(=CC=C13)F)=CC(=C2)C(C)N2C[C@H](OCC2)C)=O